[2-(3,4-difluoro-2-methyl-phenoxy)-4-methyl-5-(trifluoromethyl)-3-pyridyl]-6-methoxy-4-oxo-1H-quinoline-5-carbonitrile hydrochloride Cl.FC=1C(=C(OC2=NC=C(C(=C2N2C=CC(C=3C(=C(C=CC23)OC)C#N)=O)C)C(F)(F)F)C=CC1F)C